N-(5-methyl-1H-pyrazol-3-yl)pyridine-2-amine CC1=CC(=NN1)NC1=NC=CC=C1